COC=1C=C(C=C2C=CN(C(C12)=O)CC(F)(F)F)C1=CN=C2N1C=CC(=C2)OCCN2CCOCC2 8-methoxy-6-[7-(2-morpholinoethoxy)imidazo[1,2-a]pyridin-3-yl]-2-(2,2,2-trifluoroethyl)isoquinolin-1-one